3-((3-(5-chloro-3-(difluoromethyl)-1-isopropyl-1H-pyrazol-4-yl)allyl)thio)-5,5-dimethyl-4,5-dihydroisoxazole ClC1=C(C(=NN1C(C)C)C(F)F)C=CCSC1=NOC(C1)(C)C